BrC=1C=C2C(=NC(=NC2=CC1C)C)O 6-Bromo-2,7-dimethylquinazolin-4-ol